N-(2-(2-(2-(methylamino)ethoxy)ethoxy)ethyl)butanamide CNCCOCCOCCNC(CCC)=O